N1C(=NC2=C1C=CC=C2)[C@@H]2[C@H](C2)C(=O)N[C@H](C(=O)NC2=CC(=C(C=C2)F)C(F)(F)F)COC (1S,2S)-2-(1H-benzo[d]imidazol-2-yl)-N-((S)-1-((4-fluoro-3-(trifluoromethyl)phenyl)amino)-3-methoxy-1-oxopropan-2-yl)cyclopropane-1-carboxamide